CC1=NN(C(=C1)NC1=CC=C(C=C1)OC)C1=NC(=C(C(N1)=O)C)C (3-methyl-5-p-methoxyphenylamino-1H-pyrazol-1-yl)-5,6-dimethyl-4(3H)pyrimidinone